NC1=CC=C(C=C1)NC(=N)N N-(4-aminophenyl)guanidine